2-bromo-1-[5-(morpholin-4-yl)-1,3-dihydro-2H-isoindol-2-yl]ethanone BrCC(=O)N1CC2=CC=C(C=C2C1)N1CCOCC1